PYRAZINOTHIAZINE C1=CNSC2=NC=CN=C21